4-(2-(((R and S)-(1-methyl-1H-imidazol-2-yl)((R)-7-(1-methyl-1H-pyrazol-4-yl)-2,3-dihydro-1H-pyrido[2,3-b][1,4]oxazin-3-yl)methyl)amino)ethyl)benzonitrile CN1C(=NC=C1)[C@H]([C@H]1CNC2=C(O1)N=CC(=C2)C=2C=NN(C2)C)NCCC2=CC=C(C#N)C=C2 |&1:6|